(3S)-3-(4-chloro-1-methyl-1H-benzotriazol-5-yl)-3-[7-(hydroxymethyl)-1-benzothien-5-yl]propionic acid ethyl ester C(C)OC(C[C@@H](C=1C=C(C2=C(C=CS2)C1)CO)C1=C(C2=C(N(N=N2)C)C=C1)Cl)=O